ClC1=CC(=C(C(=C1)F)NC=1N(C2=NC(=NC=C2N1)NC1CCOCC1)C1CCC(CC1)C(=O)N)F (1s,4s)-4-(8-(4-chloro-2,6-difluorophenylamino)-2-(tetrahydro-2H-pyran-4-ylamino)-9H-purin-9-yl)cyclohexanecarboxamide